C[C@@H]1NC2=CC=C3C(=C2CC1)N=C(N3C3CCC(CC3)O)CN3C(C=CC=C3)=O (7S)-7-Methyl-2-[(2-oxo-1,2-dihydropyridin-1-yl)methyl]-3-[(1r,4r)-4-hydroxycyclohexyl]-3H,6H,7H,8H,9H-imidazo[4,5-f]chinolin